CC1=CC=C2OC(=C(OC2=C1)C1=CC=CC=C1)C1=CC=CC=C1 (2R,3R)-7-methyl-2,3-diphenyl-1,4-dioxanaphthalene